N1=C(C(=NC2=C3C=CC=NC3=C3N=CC=CC3=C21)C#N)C#N Pyrazino[2,3-f][1,10]phenanthrolin-2,3-dicarbonitril